carbonic acid C(O)(O)=O